ClC1=CN=C(C=C1C(=O)NC1(CCN(CC1)C1=NC=C(C=C1)C=1C=2N(C=C(C1)OCC(C)(C)O)N=CC2C#N)C)C 5-chloro-N-(1-(5-(3-cyano-6-(2-hydroxy-2-methylpropoxy)pyrazolo[1,5-a]pyridin-4-yl)pyridin-2-yl)-4-methylpiperidin-4-yl)-2-methylisonicotinamide